tert-butyl 1-[[(chlorocarbonyl) oxy] methyl]-7-azabicyclo[2.2.1]heptane-7-carboxylate ClC(=O)OCC12CCC(CC1)N2C(=O)OC(C)(C)C